F[C@H]1CN(CC1)C1=CC=C(C=N1)C=1SC=2C(N(CCC2N1)C=1C=NC=CC1)=O (R)-2-(6-(3-fluoropyrrolidin-1-yl)pyridin-3-yl)-5-(pyridin-3-yl)-6,7-dihydrothiazolo[5,4-c]pyridin-4(5H)-one